methyl 4-((4-(3-(1-(2-ethyl-2-hydroxybutyl)piperidin-4-yl)phenyl)-1H-1,2,3-triazol-1-yl)methyl)-3-fluorobenzoate C(C)C(CN1CCC(CC1)C=1C=C(C=CC1)C=1N=NN(C1)CC1=C(C=C(C(=O)OC)C=C1)F)(CC)O